3,3-diallyl-7-azabicyclo[2.2.1]heptan-2-one C(C=C)C1(C(C2CCC1N2)=O)CC=C